CC([C@@H](C(=O)O)CN(C(=O)C1[N@@](C1)C(C1=CC=CC=C1)(C1=CC=CC=C1)C1=CC=CC=C1)C)C (R)-3-methyl-2-(((R)-N-methyl-1-tritylaziridine-2-carboxamido)methyl)butanoic acid